1-(3-amino-4-hydroxyphenyl)-N-methylcyclopropane-1-carboxamide NC=1C=C(C=CC1O)C1(CC1)C(=O)NC